2-[3-(aminomethyl)-2-fluoro-6-(trifluoromethyl)phenyl]pyrimidin-4(3H)-one NCC=1C(=C(C(=CC1)C(F)(F)F)C1=NC=CC(N1)=O)F